(3-chloro-4-(4-(2-cyclopropoxypyridin-4-yl)thiophen-2-yl)phenyl)(4-hydroxypiperidin-1-yl)methanone ClC=1C=C(C=CC1C=1SC=C(C1)C1=CC(=NC=C1)OC1CC1)C(=O)N1CCC(CC1)O